C(C1=CC=CC=C1)(C1=CC=CC=C1)NC(C1=CC(=CC(=C1)C)C)=O N-benzhydryl-3,5-dimethylbenzamide